C(=O)(O)CNCC=1C(NC(N([C@H]2[C@H](OC)[C@H](O)[C@@H](CO)O2)C1)=O)=O 5-carboxymethylaminoMethyl-2'-O-methyl-uridine